OC1=CC=2N(N=C1)C(C(=C(N2)C(F)(F)F)C=2C=NN(C2)CC(C(F)(F)F)(F)F)=O 8-hydroxy-3-[1-(2,2,3,3,3-pentafluoropropyl)-1H-pyrazol-4-yl]-2-(trifluoromethyl)-4H-pyrimido[1,2-b]pyridazin-4-one